(cis)-Methyl 4-methyltetrahydrofuran-2-carboxylate C[C@@H]1C[C@@H](OC1)C(=O)OC